B(O)(O)O.C=1(O)C(O)=CC=CC1.C=1(O)C(O)=CC=CC1 biscatechol borate